tert-butyl [(1S)-2-{(2S)-2-[(8-bromo-6,11-dihydro-5H-benzo[a]carbazol-3-yl) carbamoyl]pyrrolidin-1-yl}-2-oxo-1-phenylethyl]carbamate BrC=1C=C2C=3CCC4=C(C3NC2=CC1)C=CC(=C4)NC(=O)[C@H]4N(CCC4)C([C@H](C4=CC=CC=C4)NC(OC(C)(C)C)=O)=O